O1C(OCCC1)C1=CC(=C(O[Si](C)(C)C(C)(C)C)C=C1)OC (4-(1,3-dioxane-2-yl)-2-methoxyphenoxy)(tert-butyl)dimethylsilane